CC1(CC(C1)(C1=NN=CN1C)C=1C=C(C=CC1)NC(=O)C=1C(N(C=C(C1)CN1CC(N(CC1)C)=O)CC(F)(F)F)=O)C N-(3-(3,3-Dimethyl-1-(4-methyl-4H-1,2,4-triazol-3-yl)cyclobutyl)phenyl)-5-((4-methyl-3-oxopiperazin-1-yl)methyl)-2-oxo-1-(2,2,2-trifluoroethyl)-1,2-dihydropyridine-3-carboxamide